N-(adamantan-1-yl)-4,5-dihydro-4-(4-fluoro-1-butyl)-7-hydroxy-2-methyl-5-oxo-2H-pyrazolo[4,3-b]pyridin-6-carboxamide C12(CC3CC(CC(C1)C3)C2)NC(=O)C2=C(C=3C(N(C2=O)CCCCF)=CN(N3)C)O